[N+](=O)([O-])C1=C(C(=CC(=C1C)[N+](=O)[O-])[N+](=O)[O-])C 2,4,6-trinitrom-xylene